4-oxo-4-(4-(3-((5-(trifluoromethyl)pyridin-2-yl)oxy)benzylidene)piperidine-1-carboxamido)butanoic acid O=C(CCC(=O)O)NC(=O)N1CCC(CC1)=CC1=CC(=CC=C1)OC1=NC=C(C=C1)C(F)(F)F